ClC=1N=CC2=C(C=CC(=C2C1)C(C)C)C1=NN(C(=N1)C)COCC[Si](C)(C)C 3-chloro-5-isopropyl-8-(5-methyl-1-((2-(trimethylsilyl)ethoxy)methyl)-1H-1,2,4-triazol-3-yl)isoquinoline